COCC1=NN2C(S1)=NC(=C2CN2CC(=CC2=O)[C@@H]2[C@H](C2)C(F)(F)F)C(F)(F)F 1-[[2-(methoxymethyl)-6-(trifluoromethyl)imidazo[2,1-b][1,3,4]-thiadiazol-5-yl]methyl]-3-[(1S,2S)-2-(trifluoromethyl)cyclopropyl]-2H-pyrrol-5-one